C1=CC=CC=2C3=CC=CC=C3C(C12)COC(=O)N([C@H](C(=O)O)CC1=CC=C(C=C1)OC(F)(F)F)C (2S)-2-[9H-fluoren-9-ylmethoxycarbonyl-(methyl)amino]-3-[4-(trifluoromethoxy)phenyl]propionic acid